CN1C(CCC2=CC(=CC=C12)C1=CN=CC=2[C@@H](CCCC12)NC(CC)=O)=O N-[(8R)-4-(1-methyl-2-oxo-1,2,3,4-tetrahydroquinolin-6-yl)-5,6,7,8-tetrahydroisoquinolin-8-yl]propanamide